4-chloro-2-(1-(difluoromethyl)-1H-pyrazol-5-yl)isoindol-1-one ClC1=C2CN(C(C2=CC=C1)=O)C1=CC=NN1C(F)F